3-(((2-((tert-butyldimethylsilyl)oxy)ethyl)amino)methyl)-4-(difluoromethyl)-N-(4-methoxybenzyl)pyridin-2-amine [Si](C)(C)(C(C)(C)C)OCCNCC=1C(=NC=CC1C(F)F)NCC1=CC=C(C=C1)OC